methyl 3-((2-amino-5-bromopyridin-3-yl) amino)-2,2-dimethylpropionate NC1=NC=C(C=C1NCC(C(=O)OC)(C)C)Br